FC1=C(C(=O)O)C=C(C=N1)O[C@H]1COCC1.COC1=CC=C(C(=O)NC=2SC=C(N2)C=2C(=NC=CC2)C)C=C1 4-methoxy-N-[4-(2-methyl-3-pyridinyl)thiazol-2-yl]benzamide (R)-2-fluoro-5-((tetrahydrofuran-3-yl)oxy)nicotinate